N-(2-(2-methylpyridin-4-yl)-1H-pyrrolo[3,2-c]pyridin-6-yl)tetrahydro-2H-pyran-3-carboxamide CC1=NC=CC(=C1)C1=CC=2C=NC(=CC2N1)NC(=O)C1COCCC1